(19R)-3-(cyclopropylmethyl)-16-fluoro-4,19-dimethyl-20-oxa-4,5,11,12,23-pentaazapentacyclo[19.3.1.02,6.08,12.013,18]pentacosa-1(24),2,5,8,10,13,15,17,21(25),22-decaen-22-amine C1(CC1)CC1=C2C3=CN=C(C(O[C@@H](C4=CC(=CC=C4N4N=CC=C4CC2=NN1C)F)C)=C3)N